3-(2-{3-cyanoimidazo[1,2-a]pyridin-7-yl}ethynyl)-1-[(3s,5r)-5-(methoxymethyl)-1-(prop-2-enoyl)pyrrolidin-3-yl]-5-(methylamino)pyrazole-4-carboxamide C(#N)C1=CN=C2N1C=CC(=C2)C#CC2=NN(C(=C2C(=O)N)NC)[C@@H]2CN([C@H](C2)COC)C(C=C)=O